N-ethyl-2,2,2-trifluoroethanamine hydrochloride Cl.C(C)NCC(F)(F)F